4-chloro-1-(4-(3-((4-(trifluoromethyl)pyridin-2-yl)oxy)benzyl)piperazine-1-carbonyl)-1H-pyrazole-3-carboxylic acid ClC=1C(=NN(C1)C(=O)N1CCN(CC1)CC1=CC(=CC=C1)OC1=NC=CC(=C1)C(F)(F)F)C(=O)O